1-(2-aminoethyl)-3-(hydroxy)-2-methyl-4-pyridone NCCN1C(=C(C(C=C1)=O)O)C